FC1=C(C=NNC(N)=N)C=C(C(=C1)F)F 2-(2,4,5-Trifluorobenzylidene)hydrazinecarboximidamide